N-(2-hydroxy-5-(1-oxo-6-(4-(2-oxopyrrolidin-1-yl)phenyl)-3,4-dihydroisoquinolin-2(1H)-yl)phenyl)methanesulfonamide OC1=C(C=C(C=C1)N1C(C2=CC=C(C=C2CC1)C1=CC=C(C=C1)N1C(CCC1)=O)=O)NS(=O)(=O)C